Cl.C(C)C1=CC(=NC=C1)N1CCNCC1 1-(4-ethylpyridin-2-yl)piperazine hydrochloride